Diethyl(11-hydroxyundecyl)phosphonat C(C)OP(OCC)(=O)CCCCCCCCCCCO